2-((1r,4r)-4-(2-(4-(5-(2,4-dioxotetrahydropyrimidin-1(2H)-yl)-1H-indol-1-yl)piperidin-1-yl)ethyl)cyclohexyl)-N-(imidazo[1,2-b]pyridazin-3-yl)-6-methoxy-2H-indazole-5-carboxamide O=C1N(CCC(N1)=O)C=1C=C2C=CN(C2=CC1)C1CCN(CC1)CCC1CCC(CC1)N1N=C2C=C(C(=CC2=C1)C(=O)NC1=CN=C2N1N=CC=C2)OC